1-benzyl-3-bromo-pyrazol-4-ol C(C1=CC=CC=C1)N1N=C(C(=C1)O)Br